(N-methyl-4-piperidyl)-3-azidopropionate CN1CCC(CC1)OC(CCN=[N+]=[N-])=O